4-(4-((4-ethylpyridin-2-yl)carbamoyl)phenyl)-1H-imidazole-5-carboxamide C(C)C1=CC(=NC=C1)NC(=O)C1=CC=C(C=C1)C=1N=CNC1C(=O)N